FC(C1=C(C(=C(C(=O)NC=2OC(=NN2)C)C=C1)C)S(=O)(=O)CC)F 4-Difluoromethyl-3-ethylsulfonyl-2-methyl-N-(5-methyl-1,3,4-oxadiazol-2-yl)benzamide